5-chloro-8-iodo-2-(methylthio)pyrido[4,3-d]pyrimidine ClC1=NC=C(C=2N=C(N=CC21)SC)I